4-(6-cyclopropylpyridin-3-yl)-2-(2-methyl-2H-indazol-5-yl)-3-oxo-5-(2,2,2-trifluoroethyl)-3,5-dihydro-2H-pyrrolo[3,2-c]pyridazine-7-carbonitrile C1(CC1)C1=CC=C(C=N1)C1=C2C(=NN(C1=O)C1=CC3=CN(N=C3C=C1)C)C(=CN2CC(F)(F)F)C#N